COC1=NC(=NC(=C1)OC)C1=C(C=CC(=C1)NC(=S)N)S(=O)(=O)N (4,6-dimethoxypyrimidin-2-yl)-4-thioureidobenzenesulfonamide